gold nickel tin [Sn].[Ni].[Au]